tetrahydro-1H-thieno[3,4-d]imidazol-2(3H)-iminium N1C(NC2C1CSC2)=[NH2+]